ClC=1C=C(C=CC1Cl)NC(=O)NC1=CC=C(C=C1)Cl 1-(3',4'-dichlorophenyl)-3-(4'-chlorophenyl)urea